P(=O)(OCC([N+](C)(C)C)OCCNC(C(=C)C)=O)([O-])[O-] 2-(methacrylamidoethoxy)-(2-(trimethylammonio)ethyl) phosphate